tert-Butyl 4-[5-chloro-2-(4-methylthiazol-5-yl)-6-oxo-1H-pyrimidin-4-yl]piperidine-1-carboxylate ClC1=C(N=C(NC1=O)C1=C(N=CS1)C)C1CCN(CC1)C(=O)OC(C)(C)C